NC=1C=CC(=C(C1)C1=CC2=C(C(N(C=C2)C)=O)N1S(=O)(=O)C1=CC=C(C)C=C1)OC1=C(C=C(C=C1)F)F (5-amino-2-(2,4-difluorophenoxy)phenyl)-6-methyl-1-tosyl-1,6-dihydro-7H-pyrrolo[2,3-c]pyridin-7-one